CN(C1CN(C1)C1=NC(=NC=C1)N(CC1=CC=C(C=C1)OCC(C)C)CC1=CC=C(C=C1)F)C 4-[3-(dimethylamino)azetidin-1-yl]-N-(4-fluorobenzyl)-N-(4-isobutoxybenzyl)pyrimidin-2-amine